2-((6aR,8R)-8-((5-(1,3-dioxolan-2-yl)pyridin-2-yl)oxy)-6a-(difluoromethyl)-5,6,6a,7,8,9-hexahydropyrrolo[1',2':4,5]pyrazino[2,3-c]pyridazin-2-yl)-6-fluorophenol O1C(OCC1)C=1C=CC(=NC1)O[C@@H]1C[C@]2(N(C=3C(=NN=C(C3)C3=C(C(=CC=C3)F)O)NC2)C1)C(F)F